The molecule is a cytochalasan alkaloid found in Chaetomium globosum.( Compound class : cytochalasan alkaloid) It has a role as a Chaetomium metabolite. It is a cytochalasan alkaloid, a member of indoles, a macrocycle and a secondary alpha-hydroxy ketone. C[C@H]\\1C/C=C/[C@H]2[C@@H]([C@@]([C@H]([C@@H]3[C@@]2(C(=O)/C=C/C(=O)[C@@H](/C(=C1)/C)O)C(=O)N[C@H]3CC4=CNC5=CC=CC=C54)C)(C)O)O